4-(4-Methylnaphthalen-1-yl)-2-((3-morpholinophenyl)sulfonamido)benzoic acid CC1=CC=C(C2=CC=CC=C12)C1=CC(=C(C(=O)O)C=C1)NS(=O)(=O)C1=CC(=CC=C1)N1CCOCC1